COC(C(CC(C(C)C)=O)(C(F)(F)F)O)=O 2-hydroxy-5-methyl-4-oxo-2-(trifluoromethyl)hexanoic acid methyl ester